1-Benzyl-N-[(6S)-4-methyl-5-oxo-2-[(2,2,2-trifluoroethylamino)methyl]-7,8-dihydro-6H-pyrazolo[1,5-a][1,3]diazepin-6-yl]-1,2,4-triazol-3-carboxamid C(C1=CC=CC=C1)N1N=C(N=C1)C(=O)N[C@@H]1C(N(C=2N(CC1)N=C(C2)CNCC(F)(F)F)C)=O